NC1=NC=CC(=C1)NC=1C=C(C(=O)NC2=CC(=CC=C2)NC2=CC=CC=C2)C=CC1 3-(2-aminopyridin-4-ylamino)-N-(3-(phenylamino)phenyl)benzamide